7-chloro-2-(tetrahydro-2H-pyran-4-yl)-1,2,3,4-tetrahydroisoquinoline ClC1=CC=C2CCN(CC2=C1)C1CCOCC1